diethyl-1,4-dibenzylpiperazine C(C)C1(N(CCN(C1)CC1=CC=CC=C1)CC1=CC=CC=C1)CC